C(C)C1=C(C=C(C2=CC(=CC=C12)F)C1=C(C=2N=C(N=C(C2C=N1)N1C[C@@H]2CC[C@H](C1)C2C)OC[C@]21CCCN1C[C@@H](C2)F)F)O ethyl-6-fluoro-4-(8-fluoro-2-(((2R,7aS)-2-fluoro-hexahydro-1H-pyrrolizin-7a-yl)methoxy)-4-((1R,5S,8S)-8-methyl-3-azabicyclo[3.2.1]oct-3-yl)pyrido[4,3-d]pyrimidin-7-yl)naphthalene-2-ol